C1N(CC12CCCC2)C2=CC=C(C=N2)C2CN(C2)C(CC[C@H]2NC(OC2)=O)=O (4R)-4-[3-[3-[6-(2-Azaspiro[3.4]octan-2-yl)-3-pyridyl]azetidin-1-yl]-3-oxo-propyl]oxazolidin-2-one